dichloroethyl-[(dichlorosilyl)methyl]silane ClC(C[SiH2]C[SiH](Cl)Cl)Cl